C1(=C(C=CC=C1)C1=NC(=NC(=N1)Cl)Cl)C1=CC=CC=C1 2-([1,1'-biphenyl]-2-yl)-4,6-dichloro-1,3,5-triazine